3-(2-aminoethyl)propyltrimethoxysilane tert-Butyl-7-Methyl-7-(tert-butylazo)octanoate C(C)(C)(C)OC(CCCCCC(C)(N=NC(C)(C)C)C)=O.NCCCCC[Si](OC)(OC)OC